6-[(2S)-2-aminopropyl]-2-chloro-7-ethyl-7-[(furan-2-yl)methyl]thieno[3,2-d]pyrimidin-4-amine hydrochloride Cl.N[C@H](CC1C(C=2N=C(N=C(C2S1)N)Cl)(CC=1OC=CC1)CC)C